5-amino-2-(1-cyclobutyl-1H-pyrazol-4-yl)-3-fluorobenzoic acid ethyl ester C(C)OC(C1=C(C(=CC(=C1)N)F)C=1C=NN(C1)C1CCC1)=O